FC(OC=1C=C(C=C(C1[C@H]1N([C@@H](CC2=C3C(=CC=C12)NN=C3)C)CC(F)(F)F)F)NC3CN(C3)CCCF)F N-(3-(Difluoromethoxy)-5-fluoro-4-((6S,8R)-8-methyl-7-(2,2,2-trifluoroethyl)-6,7,8,9-Tetrahydro-3H-pyrazolo[4,3-f]isoquinolin-6-yl)phenyl)-1-(3-fluoropropyl)azetidine-3-amine